COC1C(CC1)(C(=O)NC)C(F)(F)F Methoxy-N-methyl-1-(trifluoromethyl)cyclobutane-1-carboxamide